isopropyltriphenyl-tin C(C)(C)[Sn](C1=CC=CC=C1)(C1=CC=CC=C1)C1=CC=CC=C1